COC1=CC=C(C(=O)N=S(CC=2N=C3N(C=CC(=C3)C3=NOC(=N3)C(F)(F)F)C2)(=O)C)C=C1 4-methoxy-N-(methyl(oxo)((7-(5-(trifluoromethyl)-1,2,4-oxadiazol-3-yl)imidazo[1,2-a]pyridin-2-yl)methyl)-λ6-sulfaneylidene)benzamide